1-(4-(difluoromethyl)benzyl)-1H-indole-7-carboxylic acid FC(C1=CC=C(CN2C=CC3=CC=CC(=C23)C(=O)O)C=C1)F